Copper(I) nitrite N(=O)[O-].[Cu+]